(E)-α-(methoxyimino)-N-methyl-2-phenoxy-phenylacetamide CO\N=C(\C(=O)NC)/C1=C(C=CC=C1)OC1=CC=CC=C1